C(C)[NH+]1CCCC(C1)CC 1,5-bisethylpiperidinium